tert-butyl {[(2S)-2-{[(4-bromophenyl)carbamoyl]amino}-3-phenylpropanoyl]amino}acetate BrC1=CC=C(C=C1)NC(=O)N[C@H](C(=O)NCC(=O)OC(C)(C)C)CC1=CC=CC=C1